C(=O)C1CCC(CC1)C1=NN=C(S1)C=1C(=CC(=NC1)N1C=CC=2C1=NC=C(C2)C#N)NC([2H])([2H])[2H] 1-(5-(5-((1r,4r)-4-formylcyclohexyl)-1,3,4-thiadiazol-2-yl)-4-((methyl-d3)amino)pyridin-2-yl)-1H-pyrrolo[2,3-b]Pyridine-5-carbonitrile